OCC1CCN(CC1)C(=O)N1C[C@@H]2[C@@H](OCC(N2)=O)CC1 (4aR,8aS)-6-[4-(hydroxymethyl)piperidine-1-carbonyl]-4,4a,5,7,8,8a-hexahydropyrido[4,3-b][1,4]oxazin-3-one